FC=1C=C(C#N)C=CC1OCCOC1=CC(=CC(=C1)C1=CC=NN1C)F 3-fluoro-4-(2-(3-fluoro-5-(1-methyl-1H-pyrazol-5-yl)phenoxy)ethoxy)benzonitrile